C(C)(C)(C)OC(=O)N(S(=O)(=O)C1=CC(=C(C=C1F)N([C@H]1C[C@@H](N(C1)C(=O)OC(C)(C)C)C)C)Cl)C=1N=CSC1 tert-butyl (2S,4S)-4-((4-(N-(tert-butoxycarbonyl)-N-(thiazol-4-yl)sulfamoyl)-2-chloro-5-fluorophenyl)(methyl)amino)-2-methylpyrrolidine-1-carboxylate